CC1CN2C(CO1)=C(C=N2)C2=C1C(=NC=C2)NN=C1 (l)-6-methyl-3-(1H-pyrazolo[3,4-b]pyridin-4-yl)-6,7-dihydro-4H-pyrazolo[5,1-c][1,4]oxazine